6-fluoro-5-(4-((6-fluoro-4-oxo-2,3,4,5-tetrahydrofuro[3,2-c]quinolin-7-yl-3,3-d2)methyl)piperazin-1-yl)-N-methylpicolinamide FC1=C(C=CC(=N1)C(=O)NC)N1CCN(CC1)CC=1C=CC=2C3=C(C(NC2C1F)=O)C(CO3)([2H])[2H]